C(#N)C1=CC(=NC=N1)C1=CC(=NN1C1OCCCC1)C(=O)OCC ethyl 5-(6-cyanopyrimidin-4-yl)-1-(oxan-2-yl)pyrazole-3-carboxylate